(1-cyclobutyl-5-methyl-1H-pyrazol-3-yl)methyl 1H-imidazole-1-carboxylate N1(C=NC=C1)C(=O)OCC1=NN(C(=C1)C)C1CCC1